NC1=NN(C=C1CN)C(=O)N(C)C 3-amino-4-(aminomethyl)-N,N-dimethyl-1H-pyrazole-1-carboxamide